C1(=CC=CC=C1)C(C1=CC=CC=C1)=[Hf](C1=CC=CC=2C3=CC=CC=C3CC12)C1C=CC=C1 diphenylmethylene(cyclopentadienyl)(fluorenyl)hafnium